Cl.CC(CN)(C)C trimethyl-aminoethane hydrochloride